C(#N)C(NC(=O)C1C2C(C2CN1)(C)C)C1=CN=CC2=C(C(=CC=C12)F)F N-[cyano-(7,8-difluoro-4-isoquinolyl)methyl]-6,6-dimethyl-3-azabicyclo[3.1.0]hexane-2-carboxamide